COC1=CC(=CC(=C1O)OC)/C=C/C(=O)OCCCCCCCCCCCCCCCC(=O)[O-] The molecule is a monocarboxylic acid anion that is the conjugate base of 16-sinapoyloxypalmitic acid resulting from the deprotonation of the carboxy group. It is a conjugate base of a 16-sinapoyloxypalmitic acid.